C1(CCCCC1)NC=1C2=C(N=C(N1)C1=CC=CC=C1)N(C(=C2)C)S(=O)(=O)C2=CC=C(C)C=C2 N-cyclohexyl-6-methyl-2-phenyl-7-tosyl-7H-pyrrolo[2,3-d]pyrimidin-4-amine